[Na].[Na].C(C)OS(=O)(=O)CC diethyl-sulfonic acid disodium salt